bis(phenyl-d5)-amine C1(=C(C(=C(C(=C1[2H])[2H])[2H])[2H])[2H])NC1=C(C(=C(C(=C1[2H])[2H])[2H])[2H])[2H]